C(=C)C(C(O)=O)CCC[C@@H]1SC[C@@H]2NC(=O)N[C@H]12 Vinylbiotin